1-(6-Fluoropyridin-2-yl)propan-1-one FC1=CC=CC(=N1)C(CC)=O